C(C1=CC(O)=C(O)C(O)=C1)(=O)[O-].[Li+].C(C)C1=CC=C(C=C1)C(O)(C1=CC=C(C=C1)CC)C1=CC=C(C=C1)CC tris(4-ethylphenyl)methanol Lithium gallat